NCCC=1C=NC(=NC1)C1=C(C=C(C#N)C=C1)OC=1SC(=NN1)C1=CC=CC=C1 4-[5-(2-aminoethyl)pyrimidin-2-yl]-3-[(5-phenyl-1,3,4-thiadiazol-2-yl)oxy]benzonitrile